(S)-N-(5-methyl-4-oxo-2,3,4,5-tetrahydrobenzo[b][1,4]oxazepin-3-yl)-5-(1-phenylcyclopropyl)-1,3,4-thiadiazole-2-carboxamide CN1C2=C(OC[C@@H](C1=O)NC(=O)C=1SC(=NN1)C1(CC1)C1=CC=CC=C1)C=CC=C2